COC=1C=C(C=C(C1OC)OC)B(O)O 3,4,5-trimethoxybenzeneboronic acid